2-(5-(Benzyloxy)-1-ethyl-1H-pyrazol-4-yl)pyrimidin-4-amine C(C1=CC=CC=C1)OC1=C(C=NN1CC)C1=NC=CC(=N1)N